C(C)(C)(C)OC(=O)N[C@H](CCCCN)C(=O)O N-(t-butoxycarbonyl)-D-lysine